ClC1=NC=CC(=N1)N1N=CC(=C1)C#N 1-(2-chloropyrimidin-4-yl)-1H-pyrazole-4-carbonitrile